tert-butyl 6-[7-fluoro-2-[4-(5-fluoro-3-methoxy-2-pyridyl)piperazine-1-carbonyl]-6-(4,4,5,5-tetramethyl-1,3,2-dioxaborolan-2-yl)-1H-indol-4-yl]-3,4-dihydro-2H-pyridine-1-carboxylate FC=1C(=CC(=C2C=C(NC12)C(=O)N1CCN(CC1)C1=NC=C(C=C1OC)F)C1=CCCCN1C(=O)OC(C)(C)C)B1OC(C(O1)(C)C)(C)C